ClC1=C2C=3C(=NC(=NC3C=C1B(O)O)OC[C@]13CCCN3C[C@@H](C1)F)N(CCO2)C (8-chloro-2-(((2R,7aS)-2-fluorotetrahydro-1H-pyrrolizin-7a(5H)-yl)methoxy)-4-methyl-5,6-dihydro-4H-[1,4]oxazepino[5,6,7-de]quinazolin-9-yl)boronic acid